The molecule is a dipeptide composed of L-serine and L-lysine joined by a peptide linkage. It is a constituent of bacterial cell wall peptidoglycan type A11.14 and A3alpha. It has a role as a bacterial metabolite. It derives from a L-serine and a L-lysine. C(CCN)C[C@@H](C(=O)O)NC(=O)[C@H](CO)N